6,7,8,9-tetrahydropyrazolo[1,5-a]pyrido[3,4-e]pyrimidine-5(4H)-one N1=CC=C2N1C1=C(C(N2)=O)CNCC1